chloro-7-fluoro-3-(1H-pyrazol-4-yl)-2-(5-(trifluoromethyl)-1H-1,2,4-triazol-3-yl)-1H-indole ClN1C(=C(C2=CC=CC(=C12)F)C=1C=NNC1)C1=NNC(=N1)C(F)(F)F